ClC=1C=C(C=CC1F)NC1=NC=NC2=CC(=C(C=C12)OCCCN1CCOCC1)OC N-(3-chloro-4-fluorophenyl)-7-methoxy-6-[3-(morpholin-4-yl)propoxy]quinazolin-4-amine